CS(=O)(=O)CCN1CCC(CC1)NC1=C2C=C(N(C2=CC=C1)CC(F)(F)F)C#CCNC=1C=CC(=NC1)C(C#N)(C)C 2-(5-{[3-(4-{[1-(2-methanesulfonyl-ethyl)piperidin-4-yl]amino}-1-(2,2,2-trifluoroethyl)-1H-indol-2-yl)prop-2-yn-1-yl]amino}pyridin-2-yl)-2-methylpropanenitrile